N-p-Butylphenylacrylamide C(CCC)C1=CC=C(C=C1)NC(C=C)=O